(6R,8R)-N-(5-chloro-6-(2H-1,2,3-triazol-2-yl)pyridin-3-yl)-8-(1-cyclopropyl-1H-pyrazol-3-yl)-2-fluoro-8-methyl-7,8-dihydro-6H-cyclopenta[e]pyrazolo[1,5-a]pyrimidine-6-carboxamide ClC=1C=C(C=NC1N1N=CC=N1)NC(=O)[C@@H]1C[C@@](C2=C1C=NC=1N2N=C(C1)F)(C)C1=NN(C=C1)C1CC1